1-(4-(2-(2,6-dimethylpyridin-4-yl)-3-isopropyl-1H-indol-5-yl)piperidin-1-yl)-2-((2-methoxyethyl)(methyl)amino)ethan-1-one CC1=NC(=CC(=C1)C=1NC2=CC=C(C=C2C1C(C)C)C1CCN(CC1)C(CN(C)CCOC)=O)C